tert-butyl 3-(5-(4-(4-(2,6-difluorobenzyl)-5-oxo-4,5-dihydro-1H-1,2,4-triazol-1-yl)phenoxy)-4-methylthiazol-2-yl)pyrrolidine-1-carboxylate FC1=C(CN2C=NN(C2=O)C2=CC=C(OC3=C(N=C(S3)C3CN(CC3)C(=O)OC(C)(C)C)C)C=C2)C(=CC=C1)F